FC1=C(C(=C(C(=C1[B-](C1=C(C(=C(C(=C1F)F)F)F)F)(C1=C(C(=C(C(=C1F)F)F)F)F)C1=C(C(=C(C(=C1F)F)F)F)F)F)F)F)F.C(CCCCCCCCCCCCCCCCC)[NH+](CCCCCCCCCCCCCCCC)C N-octadecyl-N-hexadecylmethylammonium [tetrakis(pentafluorophenyl)borate]